FC(C1=CC(=NO1)C=1C(=NC(=CC1C)C)O)F 3-[5-(Difluoromethyl)isoxazol-3-yl]-4,6-dimethyl-pyridin-2-ol